N1C(=CC=2C=NC=CC21)CNC(CN2C(=NC=C(C2=O)NCCCC2=CC=CC=C2)C2=CC=C(C=C2)OCS(NC(C)(C)C)(=O)=O)=O N-((1H-pyrrolo[3,2-c]pyridine-2-yl)methyl)-2-(2-(4-((N-(tert-butyl)sulfamoyl)methoxy)phenyl)-6-oxo-5-((3-phenylpropyl)amino)pyrimidin-1(6H)-yl)acetamide